CC1(OCC1)C1=NN=C(O1)C=1C=CC2=C(N(C([C@H](CS2(=O)=O)NC(OC(C)(C)C)=O)=O)CC2=CC=C(C=C2)C2=CC=C(C=C2)C(F)(F)F)C1 tert-butyl N-[(3R)-7-[5-(2-methyloxetan-2-yl)-1,3,4-oxadiazol-2-yl]-1,1,4-trioxo-5-[[4-[4-(trifluoromethyl)phenyl]phenyl]methyl]-2,3-dihydro-1lambda6,5-benzothiazepin-3-yl]carbamate